CN([C@@H](CO)C(=O)O)C(=O)OC(C)(C)C methyl-(t-butoxycarbonyl)serine